N1=C(C=CC=C1)CN(CCCCN)C=1C=CC=C2C=CC=NC12 N1-(pyridin-2-ylmethyl)-N1-(quinolin-8-yl)butane-1,4-diamine